methyl (E)-2-(2-[3-(alpha-hydroxy-benzyl)phenoxy]phenyl)-3-methoxyacrylate OC(C1=CC=CC=C1)C=1C=C(OC2=C(C=CC=C2)/C(/C(=O)OC)=C\OC)C=CC1